3-(6-butyryl-4-methylpyridin-3-yl)-7-chloro-1-methyl-1,6-naphthyridin-2(1H)-one C(CCC)(=O)C1=CC(=C(C=N1)C=1C(N(C2=CC(=NC=C2C1)Cl)C)=O)C